cinnamoyl-sulfimide C(C=CC1=CC=CC=C1)(=O)S=N